3-(2-(4-(3-bromophenyl)piperazin-1-yl)-2-oxoethyl)-5-chloro-1H-indole-2-carboxylic acid BrC=1C=C(C=CC1)N1CCN(CC1)C(CC1=C(NC2=CC=C(C=C12)Cl)C(=O)O)=O